FC=1C=C(C=CC1)C1=CC(=CC=C1)[C@H]1N(OCC1)C1=CC(=NC=N1)NC=1C(=CC(=C(C1)NC(C=C)=O)N1CCN(CC1)C)OC (S)-N-(5-((6-(3-(3'-fluoro-[1,1'-biphenyl]-3-yl)-isoxazolidin-2-yl)-pyrimidin-4-yl)-amino)-4-methoxy-2-(4-methylpiperazin-1-yl)phenyl)-acrylamide